5-[[(3R,4R)-4-[4-Chloro-2-(5-fluoro-2-pyridyl)-1H-imidazol-5-yl]-3-methyl-1-piperidyl]sulfonyl]-2-methyl-pyridine ClC=1N=C(NC1[C@H]1[C@H](CN(CC1)S(=O)(=O)C=1C=CC(=NC1)C)C)C1=NC=C(C=C1)F